CCCCCCCCCCCCCCCC(=O)N(C)CCS(=O)(=O)[O-].[Na+] sodium N-palmitoyl methyl taurate